FC(C1=NN(C(=C1)S(=O)(=O)C(C)(C)C1CCN(CC1)C(=O)NC1=CC(=NC=C1)F)C)F 4-(2-((3-(difluoro-methyl)-1-methyl-1H-pyrazol-5-yl)sulfonyl)propan-2-yl)-N-(2-fluoro-pyridin-4-yl)piperidine-1-carboxamide